OC=1C=CC(=C2C=CC=NC12)C=CC(=O)O 3-(8-hydroxyquinoline-5-yl)acrylic acid